(2S,5R)-N-(6-bromo-3-methylpyridin-2-yl)-4-methylpyrrolidine-2-carboxamide hydrochloride Cl.BrC1=CC=C(C(=N1)NC(=O)[C@H]1NCC(C1)C)C